O[C@@H](CC(=O)O)CCCCCCCCC |r| (+/-)-3-hydroxylauric acid